1-(2,3-dihydrobenzofuran-5-ylsulfonyl)-N-[(5-methylpyrazin-2-yl)methyl]pyrazole-3-carboxamide O1CCC2=C1C=CC(=C2)S(=O)(=O)N2N=C(C=C2)C(=O)NCC2=NC=C(N=C2)C